Ammonium FERRIC CITRATE C(CC(O)(C(=O)[O-])CC(=O)[O-])(=O)[O-].[Fe+3].[NH4+]